BrC1=CC(=NC2=CC=C(C=C12)OC)C 4-bromo-6-methoxy-2-methylquinoline